FC=1C=C(C=CC1)C1=C(C=CC=C1)N(C(C(=O)O)=O)C 2-((3'-fluoro-[1,1'-biphenyl]-2-yl)(methyl)amino)-2-oxoacetic acid